FC1=CC=C(C=C1)C1=CN=C(S1)N1C([C@@H]2N(CCNC2)CC1)=O (R)-8-(5-(4-Fluorophenyl)thiazol-2-yl)-9-oxooctahydro-2H-pyrazino[1,2-a]pyrazin